N-((S)-1-methylpiperidin-3-yl)-4-((S)-3-phenylisoxazolidin-2-yl)-5-(trifluoromethyl)pyrimidin-2-amine CN1C[C@H](CCC1)NC1=NC=C(C(=N1)N1OCC[C@H]1C1=CC=CC=C1)C(F)(F)F